P(=S)(OOC(C=C)=O)(OCCCCCCC)[O-] acryloyloxy heptyl thiophosphate